3-azabicyclo[3.3.1]non-2-ene C12C=NCC(CCC1)C2